Methyl 4'-[(4'-{[8-(acetamidosulfonyl)naphthalen-1-yl] carbamoyl}-[1,1'-biphenyl]-4-yl)carbamoyl]-[1,1'-biphenyl]-4-carboxylate C(C)(=O)NS(=O)(=O)C=1C=CC=C2C=CC=C(C12)NC(=O)C1=CC=C(C=C1)C1=CC=C(C=C1)NC(=O)C1=CC=C(C=C1)C1=CC=C(C=C1)C(=O)OC